8-(1-bromoethyl)-3,6-dimethyl-2-morpholino-4H-chromen-4-one BrC(C)C=1C=C(C=C2C(C(=C(OC12)N1CCOCC1)C)=O)C